FC1=C(C=CC(=C1)OC1=C2CC[C@H](C2=CC=C1[N+](=O)[O-])OP(=O)(N1CC1)N1CC1)C1=CC=C(C=C1)F di(aziridin-1-yl)phosphinic acid (R)-4-((2,4'-difluoro-[1,1'-biphenyl]-4-yl) oxy)-5-nitro-2,3-dihydro-1H-inden-1-yl ester